[OH-].C(=C)C(C1=CC=CC=C1)[N+](C)(C)C (vinylbenzyl)trimethylammonium hydroxide